4-Bromo-7-fluoro-2,3-dihydro-1H-inden-5-amine BrC1=C2CCCC2=C(C=C1N)F